OC1CN(CCC1)CCC(=O)N1CCN(C2=CC=CC=C12)C1=CC=CC=C1 3-(3-hydroxypiperidin-1-yl)-1-(4-phenyl-3,4-dihydroquinoxaline-1(2H)-yl)propan-1-one